C(=CC)C1=CC=CC2=CC=CC=C12 propenyl-naphthalene